O=C1N(C(C2CCCCC12)=O)S(=O)(O)C(F)(F)F.FC(F)(F)S(=O)ON1C=C2C=CC=CC2=C1 2H-isoindol-2-yl trifluoromethyl-sulfinate (1,3-dioxooctahydro-2H-isoindol-2-yl trifluoromethanesulfinate)